(R)-1-((4-methoxyphenyl)diphenylmethoxy)-3-(octadecyloxy)propan-2-ol 5-fluoro-2'-deoxyuridine-5'-monophosphate P(=O)(O)(O)OC[C@@H]1[C@H](C[C@@H](O1)N1C(=O)NC(=O)C(=C1)F)O.COC1=CC=C(C=C1)C(OC[C@@H](COCCCCCCCCCCCCCCCCCC)O)(C1=CC=CC=C1)C1=CC=CC=C1